tert-butyl-3-((4-chlorobenzyl)carbamoyl)-5,6-dihydroimidazo[1,5-a]pyrazine-7(8H)-carboxylate C(C)(C)(C)OC(=O)N1CC=2N(CC1)C(=NC2)C(NCC2=CC=C(C=C2)Cl)=O